ClC1=CC(=C(C=N1)C(=O)C1CC1)NC1CCC(CC1)C(C)(C)O (6-Chloro-4-(((1s,4s)-4-(2-hydroxypropan-2-yl)cyclohexyl)amino)pyridin-3-yl)(cyclopropyl)methanone